NC1=NC=2C=CC(=CC2C2=C1C=NN2C)C(=O)N(C)C2COCC1=CC(=CC=C21)\C(=C/F)\C (Z)-4-amino-N-(7-(1-fluoroprop-1-en-2-yl)isochroman-4-yl)-N,1-dimethyl-1H-pyrazolo[4,3-c]quinoline-8-carboxamide